1-((1R,5S)-3-(7-(3-chloro-2-cyclopropylphenyl)-8-fluoro-2-((tetrahydro-1H-pyrrolizin-7a(5H)-yl)methoxy)pyrido[4,3-d]pyrimidin-4-yl)-3,8-diazabicyclo[3.2.1]octan-8-yl)prop-2-en-1-one ClC=1C(=C(C=CC1)C1=C(C=2N=C(N=C(C2C=N1)N1C[C@H]2CC[C@@H](C1)N2C(C=C)=O)OCC21CCCN1CCC2)F)C2CC2